N[C@@H]1CN(CC1)C=1C2=C(N=C(N1)OC[C@]13CCCN3C[C@@H](C1)F)C(=C(N=C2)C2=CC(=CC1=CC=C(C(=C21)C#C)F)O)F 4-(4-((S)-3-aminopyrrolidin-1-yl)-8-fluoro-2-(((2r,7as)-2-fluorohexahydro-1H-pyrrolizin-7a-yl)methoxy)pyrido[4,3-d]pyrimidin-7-yl)-5-ethynyl-6-fluoronaphthalen-2-ol